C(=CC)C=1C=C(C=CC1OCC=C)C1(C2=CC=CC=C2C=2C=CC=CC12)C1=CC(=C(C=C1)OCC=C)C=CC 9,9-bis(3-propenyl-4-allyloxyphenyl)fluorene